4-phenylpyrrolidine-1-carboxylic acid C1(=CC=CC=C1)C1CCN(C1)C(=O)O